3-(Pentadecyloxy)-2,2-bis((pentadecyloxy)methyl)propyl 4-(4-methylpiperazin-1-yl)butanoate CN1CCN(CC1)CCCC(=O)OCC(COCCCCCCCCCCCCCCC)(COCCCCCCCCCCCCCCC)COCCCCCCCCCCCCCCC